7-Iodo-1-benzofuran IC1=CC=CC=2C=COC21